6-fluoro-4-oxo-1-(tetrahydrofuran-2-yl)-1,4-dihydroquinoline-3-carboxylate FC=1C=C2C(C(=CN(C2=CC1)C1OCCC1)C(=O)[O-])=O